C(C)(C)(C)N[C@@H](CCCCN)C(=O)O tertiary butyl-lysine